COC1=NC=CC(=C1)C1=NSC(=N1)NC1=CC(=CC=C1)C(F)(F)F 3-(2-methoxy-4-pyridyl)-N-[3-(trifluoromethyl)phenyl]-1,2,4-thiadiazole-5-amine